F[C@H]1[C@H]2CC[C@@H](C[C@@H]1OC=1N=NC(=CN1)C1=C(C=C(C=C1)N1C=NC=C1)O)N2 2-(3-(((1R,2S,3S,5S)-2-fluoro-8-azabicyclo[3.2.1]octan-3-yl)oxy)-1,2,4-triazin-6-yl)-5-(1H-imidazol-1-yl)phenol